FC1=C(C=CC(=N1)C(=O)NC)N1CCN(CC1)CC=1C(=C2NC(C=NC2=CC1)=O)F 6-Fluoro-5-[4-[(5-fluoro-3-oxo-4H-quinoxalin-6-yl)methyl]piperazin-1-yl]-N-methyl-pyridine-2-carboxamide